4-(2-propylphenyl)piperazine C(CC)C1=C(C=CC=C1)N1CCNCC1